4,6-dibromo-5-[(4-methoxy-6-morpholino-1,3,5-triazin-2-yl) oxy]-1H-indol-3-yl β-D-glucopyranoside O([C@H]1[C@H](O)[C@@H](O)[C@H](O)[C@H](O1)CO)C1=CNC2=CC(=C(C(=C12)Br)OC1=NC(=NC(=N1)OC)N1CCOCC1)Br